2-(1-(4-amino-3-(3-hydroxy-3-methylbut-1-ynyl)-1H-pyrazolo[3,4-d]pyrimidin-1-yl)ethyl)-3-phenyl-4H-chromen-4-one NC1=C2C(=NC=N1)N(N=C2C#CC(C)(C)O)C(C)C=2OC1=CC=CC=C1C(C2C2=CC=CC=C2)=O